1,3-dimethylpropylphosphine CC(CCC)P